C1(=CC=CC=C1)C(CC)C1=CC=CC=2N=C(NC21)C2OCCC2 1-Phenylpropyl-2-(tetrahydrofuran-2-yl)-benzo[d]imidazole